C(C)(C)(C)C1=NC(=C(C#N)C=C1)NC1=C(C=CC=C1)C 6-(tert-butyl)-2-(o-tolylamino)nicotinonitrile